1-(9Z-pentadecenoyl)-2-(9Z-heptadecenoyl)-glycero-3-phospho-(1'-sn-glycerol) CCCCCCC/C=C\CCCCCCCC(=O)O[C@H](COC(=O)CCCCCCC/C=C\CCCCC)COP(=O)(O)OC[C@H](CO)O